3-(4-ethylbenzyl)-2-(β-D-glucopyranosyloxy)-4,6-lutidine C(C)C1=CC=C(CC=2C(=NC(=CC2C)C)O[C@H]2[C@H](O)[C@@H](O)[C@H](O)[C@H](O2)CO)C=C1